2-(((1R)-1-(2-cyano-3-(1-hydroxy-6-azaspiro[3.5]nonan-6-yl)-7-methylquinoxalin-5-yl)ethyl)amino)benzoic acid C(#N)C1=NC2=CC(=CC(=C2N=C1N1CC2(CCC2O)CCC1)[C@@H](C)NC1=C(C(=O)O)C=CC=C1)C